C(C)OC([C@H](O)[C@@H](O)C(=O)O)=O L(+)-tartaric acid monoethyl ester